2-(3,5-Dichlorophenyl-2,4,6-d3)-9,9-dimethyl-10-phenyl-9,10-dihydroacridine ClC=1C(=C(C(=C(C1[2H])Cl)[2H])C1=CC=2C(C3=CC=CC=C3N(C2C=C1)C1=CC=CC=C1)(C)C)[2H]